CC1([C@H]2CN([C@@H]([C@@H]12)C(=O)N[C@@H](C[C@H]1C(NCC1)=O)C(COC(F)(F)F)=O)C(=O)C=1N=C(SC1)C(F)(F)F)C (1R,2S,5S)-6,6-dimethyl-N-((S)-3-oxo-1-((S)-2-oxopyrrolidin-3-yl)-4-(trifluoromethoxy)butan-2-yl)-3-(2-(trifluoromethyl)-thiazole-4-carbonyl)-3-azabicyclo[3.1.0]-hexane-2-carboxamide